(1S,4s)-4-{2-[(R)-2-(m-fluorophenyl)-2-hydroxyethylamino]-2-methylpropyl}cyclohexanecarbonitrile FC=1C=C(C=CC1)[C@H](CNC(CC1CCC(CC1)C#N)(C)C)O